4-((3R,5S)-3,5-dimethylpiperazin-1-yl)-N-(2,6-dimethylpyrazolo[1,5-a]pyridin-5-yl)-2,3-dihydro-1H-pyrrolo[2,3-b]pyridine-1-carboxamide formate C(=O)O.C[C@@H]1CN(C[C@@H](N1)C)C1=C2C(=NC=C1)N(CC2)C(=O)NC2=CC=1N(C=C2C)N=C(C1)C